2-{5-(Ethylsulfonyl)-1-methyl-2-[4-(trifluoromethyl)phenyl]-1H-imidazol-4-yl}-6,6,7,7-tetrafluoro-1-methyl-6,7-dihydro-1H-[1,4]dioxino[2,3-f]benzimidazol C(C)S(=O)(=O)C1=C(N=C(N1C)C1=CC=C(C=C1)C(F)(F)F)C1=NC2=C(N1C)C=C1C(=C2)OC(C(O1)(F)F)(F)F